ClC=1C(=NC(=NC1)NC=1C=C2C(=NNC2=CC1)C1=CC=CC=C1)NC1=C(C=CC=C1)P(C)C (2-((5-chloro-2-((3-phenyl-1H-indazol-5-yl)amino)pyrimidin-4-yl)amino)phenyl)dimethylphosphine